C(C)OC(=O)C=1C(C=C2N(C(CC3=CC(=C(C=C23)C=2SC=CN2)OCC2=CC=CC=C2)C(C)C)C1)=O 9-(benzyloxy)-6-isopropyl-2-oxo-10-(thiazol-2-yl)-6,7-dihydro-2H-pyrido[2,1-a]isoquinoline-3-carboxylic acid ethyl ester